NC(CCCCN)S(=O)(=O)[O-] 1,5-diaminopentylsulfonate